iso-Octane C(C)(C)CC(C)(C)C